6-{7-[(3R,4R)-3-fluoro-2,2-dimethylpiperidin-4-yl]-7H-pyrrolo[2,3-c]pyridazin-3-yl}-2-methyl-1,3-benzoxazol-5-ol formate C(=O)OC=1C(=CC2=C(N=C(O2)C)C1)C1=CC2=C(N=N1)N(C=C2)[C@H]2[C@H](C(NCC2)(C)C)F